N-[(1R)-1-[[(2-Chloroacetyl)-[3-(methylamino)-3-oxo-propyl]amino]carbamoyl]-3-methyl-butyl]-N-methyl-1H-indole-2-carboxamide ClCC(=O)N(CCC(=O)NC)NC(=O)[C@@H](CC(C)C)N(C(=O)C=1NC2=CC=CC=C2C1)C